[C@H]1(CCC2=CC=CC=C12)NC1=CC=CC2=C1SC(=C2)C2=C(C(=NC(=C2C(=O)N)CC(C)C)CCC2=CC=C(C=C2)F)C=2OC(=NN2)C (R)-4-(7-((2,3-dihydro-1H-inden-1-yl)amino)benzo[b]thiophen-2-yl)-6-(4-fluorophenethyl)-2-isobutyl-5-(5-methyl-1,3,4-oxadiazol-2-yl)nicotinamide